1-dimethylmethoxysilyl-6-bis(4-methylpiperazin-1-yl)methyl-Silylhexane C[Si](C(CCCCCC(N1CCN(CC1)C)N1CCN(CC1)C)[SiH3])(OC)C